OCCCOC1=NC=CC=C1S(=O)(=O)N(CC1=CC=C(C=C1)OC)CC1=CC=C(C=C1)OC 2-(3-hydroxypropoxy)-N,N-bis(4-methoxybenzyl)pyridine-3-sulfonamide